(S)-1'-(9-(1-(2-amino-3-chloropyridin-4-yl)vinyl)-7H-pyrazolo[4,3-e][1,2,4]triazolo[4,3-c]pyrimidin-5-yl)-1,3-dihydro-spiro[inden-2,4'-piperidin]-1-amine NC1=NC=CC(=C1Cl)C(=C)C1=NNC2=C1C=1N(C(=N2)N2CCC3(CC2)[C@@H](C2=CC=CC=C2C3)N)C=NN1